COC(CCN(C(=O)N)C1=NN(C2=C(C=CC=C12)NCCCN1[C@H](CN(C[C@H]1C)C(=O)OCC1=CC=CC=C1)C)C)=O benzyl (3S,5R)-4-(3-((3-(1-(3-methoxy-3-oxopropyl)ureido)-1-methyl-1H-indazol-7-yl)amino)propyl)-3,5-dimethylpiperazine-1-carboxylate